Spiro[chromene-4,1'-cyclopropane] C12(CC1)C=COC1=CC=CC=C12